FC1(C(C1C(NC=1C(=NC(=CC1)C1=C(C(=NO1)C)CNC1=NC=CC(=N1)C=1SC=CC1)C)=O)C(=O)O)F 2,2-difluoro-3-((2-methyl-6-(3-methyl-4-(((4-(thiophen-2-yl)pyrimidin-2-yl)amino)methyl)isoxazol-5-yl)pyridin-3-yl)carbamoyl)cyclopropane-1-carboxylic acid